C1=CC=C(C(=C1)C(C2=CC=C(C=C2)Cl)(C3=CN=CN=C3)O)Cl The molecule is a member of the class of pyrimidines that is pyrimidin-5-ylmethanol in which one of the hydrogens attached to the carbon bearing the hydroxy group is replaced by a 2-chlorophenyl group while the other is replaced by a 4-chlorophenyl group. It is a tertiary alcohol, a member of monochlorobenzenes and a member of pyrimidines.